FC1=CC=2N(C=C1)C(=CN2)C2=C1C=NC(C1=C(C=C2)NC2=NC=1CN(CC3(C1C=C2)CCOCC3)C([2H])([2H])[2H])=O 4-(7-fluoroimidazo[1,2-a]pyridin-3-yl)-7-((7'-(methyl-d3)-2,3,5,6,7',8'-hexahydro-6'H-spiro[pyran-4,5'-[1,7]naphthyridine]-2'-yl)amino)isoindol-1-one